(2S)-5-Methoxypyrrolidine-1,2-dicarboxylic acid COC1CC[C@H](N1C(=O)O)C(=O)O